FC=1C=C(C=CC1C)[C@@]1(CN(CC1)C(NC1=C(C=CC(=C1)OC)C(=O)N1CC(C1)O)=S)C1=NC=NS1 (S)-3-(3-fluoro-4-methylphenyl)-N-(2-(3-hydroxyazetidine-1-carbonyl)-5-methoxyphenyl)-3-(1,2,4-thiadiazol-5-yl)pyrrolidine-1-carbothioamide